3-((5-(furan-3-yl)pyrimidin-2-yl)amino)-N-((1R,2S)-2-phenylcyclopropyl)benzamide O1C=C(C=C1)C=1C=NC(=NC1)NC=1C=C(C(=O)N[C@H]2[C@@H](C2)C2=CC=CC=C2)C=CC1